CC1=NC(=NC(=C1)C)NC1(CCN(CC1)C(=O)C1=C(C=CC=C1N1N=CC=N1)F)C (4-((4,6-dimethylpyrimidin-2-yl)amino)-4-methylpiperidin-1-yl)(2-fluoro-6-(2H-1,2,3-triazol-2-yl)phenyl)methanone